4-[[4-(3-cyanophenyl)-5-(2,6-dimethyl-4-pyridinyl)thiazol-2-yl]carbamoyl]-2,2-dimethyl-piperazine-1-carboxylic acid tert-butyl ester C(C)(C)(C)OC(=O)N1C(CN(CC1)C(NC=1SC(=C(N1)C1=CC(=CC=C1)C#N)C1=CC(=NC(=C1)C)C)=O)(C)C